(tert-butyl)phosphine C(C)(C)(C)P